C(C)(C)(C)OC(=O)N1CCC(C2=CC=CC=C12)N1C(N(C2=NC(=NC=C2C1)S(=O)(=O)C)C1=CC(=CC=C1)NC(=O)OC(C)(C)C)=O 4-[1-[3-(tert-butoxycarbonylamino)phenyl]-7-methylsulfonyl-2-oxo-4H-pyrimido[4,5-d]pyrimidin-3-yl]-3,4-dihydro-2H-quinoline-1-carboxylic acid tert-butyl ester